[Cr].[Zn].[Te].C(C)(C)C1=CC2=C(C=C(C2=C(C=C1)C)SC1=CC=C(C=C1)Cl)C 5-isopropyl-3,8-dimethylazulen-1-yl-(4-chlorophenyl)sulfane tellurium-zinc-chromium